2-(bis(3-chloro-4-fluorophenyl)methyl)-5-(methylsulfinyl)-1H-imidazole ClC=1C=C(C=CC1F)C(C=1NC(=CN1)S(=O)C)C1=CC(=C(C=C1)F)Cl